N-(4-(hydroxyimino)-1-(trifluoromethyl)cyclohexyl)-2-methylpropane-2-sulfinamide ON=C1CCC(CC1)(C(F)(F)F)NS(=O)C(C)(C)C